C(C)(C)(C)OC(=O)N1C[C@H](CCC1)NC1=NC=C(C(=N1)C1=CNC2=CC(=CC=C12)C1=CC(=CC=C1)C(=O)N1CCCC1)C(F)(F)F.C[SH+]C Dimethyl-sulfonium tert-butyl-(3S)-3-[[4-[6-[3-(pyrrolidine-1-carbonyl)phenyl]-1H-indol-3-yl]-5-(trifluoromethyl)pyrimidin-2-yl]amino]piperidine-1-carboxylate